(E)-1-benzyl-3-(p-tolyldiazenyl)-1H-indole C(C1=CC=CC=C1)N1C=C(C2=CC=CC=C12)\N=N\C1=CC=C(C=C1)C